α,β-dideutero-N,N-dimethyltryptamine [2H]C(N(C)C)C(C1=CNC2=CC=CC=C12)[2H]